CC(C(CO)O)CCCCCCCCCCCCCC 3-methyl-heptadecane-1,2-diol